2-{[(1,5-Dimethyl-1H-pyrazol-4-yl)methyl]amino}-6-(2-fluorophenoxy)-8-methylpyrido[2,3-d]pyrimidin-7(8H)-one CN1N=CC(=C1C)CNC=1N=CC2=C(N1)N(C(C(=C2)OC2=C(C=CC=C2)F)=O)C